ClC=1C=C2C(=C3C4(NC(NC13)=O)CCCCC4)OC(=C2)C(=O)N2CCN(CC2)C 5'-chloro-2'-(4-methylpiperazine-1-carbonyl)-7',8'-dihydro-6'H-spiro[cyclohexane-1,9'-furo[2,3-f]quinazoline]-7'-one